tert-butyl [(8-hydroxy-5-nitroquinolin-7-yl)(4-methoxyphenyl)methyl]carbamate OC=1C(=CC(=C2C=CC=NC12)[N+](=O)[O-])C(C1=CC=C(C=C1)OC)NC(OC(C)(C)C)=O